Cl.N1CC(C1)N1N=CN=N1 2-(azetidin-3-yl)-2H-1,2,3,4-tetrazole hydrochloride